(S)-(5-(2-fluoropropan-2-yl)-1,3,4-oxadiazol-2-yl)(4-(4-isopropylpyrazolo[1,5-a]pyridin-2-yl)-1,4,6,7-tetrahydro-5H-imidazo[4,5-c]pyridin-5-yl)methanone FC(C)(C)C1=NN=C(O1)C(=O)N1[C@@H](C2=C(CC1)NC=N2)C2=NN1C(C(=CC=C1)C(C)C)=C2